N(=[N+]=[N-])C(C)(C)C1=CN=C(C2=CN=C(C=C12)Cl)O[C@@H](C(F)(F)F)CCS(=O)(=O)C (R)-4-(2-azidopropan-2-yl)-6-chloro-1-((1,1,1-trifluoro-4-(methylsulfonyl)butan-2-yl)oxy)-2,7-naphthyridine